N[C@@H]1C2=CC=CC=C2CC12CCN(CC2)C=2NC(C1=C(N2)NN=C1C1(CCC1)C1=NC=CC=C1)=O (S)-6-(1-amino-1,3-dihydrospiro[indene-2,4'-piperidin]-1'-yl)-3-(1-(pyridin-2-yl)cyclobutyl)-1,5-dihydro-4H-pyrazolo[3,4-d]pyrimidin-4-one